tert-butyl (S)-2-((tert-butoxycarbonyl)amino)-3-(4-nitrophenyl)propanoate C(C)(C)(C)OC(=O)N[C@H](C(=O)OC(C)(C)C)CC1=CC=C(C=C1)[N+](=O)[O-]